C(#N)C1=CC=C(C=C1)S(=O)(=O)N1CC(N(CC1)C(C1=CC(=C(C(=C1)O)O)O)=O)C(=O)NCC1=CC=C(C=C1)OC 4-((4-cyanophenyl)sulfonyl)-N-(4-methoxybenzyl)-1-(3,4,5-trihydroxybenzoyl)piperazine-2-carboxamide